1,1',1''-(2,2,4,4,6,6-hexamethyl-1,3,5,2,4,6-triazatrisilinane-1,3,5-triyl)tris(2,2,2-trifluoroethanone) C[Si]1(N([Si](N([Si](N1C(C(F)(F)F)=O)(C)C)C(C(F)(F)F)=O)(C)C)C(C(F)(F)F)=O)C